2-{3-methoxy-4-[(1s,3s)-3-(dimethylamino)cyclobutoxy]phenylamino}-4-(1-methyl-1H-1,2,7-triazainden-5-ylamino)pyrimidine COC=1C=C(C=CC1OC1CC(C1)N(C)C)NC1=NC=CC(=N1)NC=1C=C2C=NN(C2=NC1)C